CC1=CC=C(C=C1)S(=O)(=O)N1C=CC=2C1=NC=C1C2N(C=N1)N1CC(CC1)NC(=O)NCC(F)(F)F 1-(1-(6-p-toluenesulfonylimidazo[4,5-d]pyrrolo[2,3-b]pyridin-1(6H)-yl)pyrrolidin-3-yl)-3-(2,2,2-trifluoroethyl)urea